5-(4,4-dimethyl-1-piperidyl)pyrimidine-2-carbaldehyde CC1(CCN(CC1)C=1C=NC(=NC1)C=O)C